CC1=CN=C(S1)NC1=CC(=CC(=N1)OC1CN(CCC1)C(C=C)=O)CN1CCOCC1 (3-((6-((5-Methylthiazol-2-yl)amino)-4-(morpholinomethyl)pyridin-2-yl)oxy)piperidin-1-yl)prop-2-en-1-one